C=1(C(=CC=CC1)P(O)(=O)O)P(O)(=O)O 1,2-benzenediphosphonic acid